C(N)(=O)C=1C=C(C(=NC1)NC/C=C/CNC(OC(C)(C)C)=O)[N+](=O)[O-] tert-butyl (E)-(4-((5-carbamoyl-3-nitropyridin-2-yl)amino)but-2-en-1-yl)carbamat